(1S,4S)-4-(hydroxymethyl)-2,5-diazabicyclo[2.2.1]heptane-2-carboxylic acid tert-butyl ester C(C)(C)(C)OC(=O)N1[C@@H]2CN[C@](C1)(C2)CO